tert-butyl (1-(5-(2-chloro-3-fluoropyridin-4-yl)-2-((2-(trimethylsilyl)ethoxy)methyl)-2H-1,2,3-triazol-4-yl)ethyl)(methyl)carbamate ClC1=NC=CC(=C1F)C=1C(=NN(N1)COCC[Si](C)(C)C)C(C)N(C(OC(C)(C)C)=O)C